(E)-2-fluorobenzonitrile FC1=C(C#N)C=CC=C1